3-(2-carbamoylpyrimidin-5-yl)propanoic acid C(N)(=O)C1=NC=C(C=N1)CCC(=O)O